Racemic-tert-Butyl N-[2-[[2-(4-cyclopropylimidazol-1-yl)-1-methyl-ethyl]amino]ethyl]carbamate C1(CC1)C=1N=CN(C1)C[C@@H](C)NCCNC(OC(C)(C)C)=O |r|